(2E)-6-(4-chlorophenyl)-5-phenyl-N-[[4-(trifluoromethyl)-1-piperidyl]sulfonyl]-4,5-dihydro-3H-pyridazine-2-carboximidoyl chloride ClC1=CC=C(C=C1)C=1C(CCN(N1)C(=NS(=O)(=O)N1CCC(CC1)C(F)(F)F)Cl)C1=CC=CC=C1